2-amino-1'-[4-(3-cyanoazepan-1-yl)-6-[[1-(morpholinomethyl)cyclopropyl]methoxy]-1,3,5-triazin-2-yl]spiro[5,6-dihydrocyclopenta[b]thiophene-4,3'-azetidine]-3-carbonitrile NC1=C(C2=C(S1)CCC21CN(C1)C1=NC(=NC(=N1)N1CC(CCCC1)C#N)OCC1(CC1)CN1CCOCC1)C#N